2-(2-ethoxyphenyl)-1-[2-(2-ethoxyphenyl)-4,5-diphenyl-2H-imidazol-2-yl]-4,5-diphenyl-1H-imidazole C(C)OC1=C(C=CC=C1)C=1N(C(=C(N1)C1=CC=CC=C1)C1=CC=CC=C1)C1(N=C(C(=N1)C1=CC=CC=C1)C1=CC=CC=C1)C1=C(C=CC=C1)OCC